C(C1=CC=CC=C1)OC1CCC(CC1)CCNC[C@H](O)C1=CC(=CC=C1)F (R)-2-((2-((1s,4S)-4-(Benzyloxy)cyclohexyl)ethyl)amino)-1-(3-fluorophenyl)-ethan-1-ol